5-(5-ethoxy-3-pyridinyl)-1-isopropyl-N-[(3R)-tetrahydrofuran-3-yl]pyrazolo[4,3-b]pyridin-7-amine C(C)OC=1C=C(C=NC1)C1=CC(=C2C(=N1)C=NN2C(C)C)N[C@H]2COCC2